1-(tert-butyl) 3-ethyl 4-amino-2-methyl-2,5-dihydro-1H-pyrrole-1,3-dicarboxylate NC1=C(C(N(C1)C(=O)OC(C)(C)C)C)C(=O)OCC